[1,1'-biphenyl]-2,5-dicarboxylic acid C=1(C(=CC=C(C1)C(=O)O)C(=O)O)C1=CC=CC=C1